(2R,3R,4R,5S,6S)-3,4,5-tribenzyloxy-2-(benzyloxymethyl)-6-ethynyl-tetrahydropyran C(C1=CC=CC=C1)O[C@@H]1[C@H](O[C@H]([C@@H]([C@H]1OCC1=CC=CC=C1)OCC1=CC=CC=C1)C#C)COCC1=CC=CC=C1